Quinoline-4-amine formate C(=O)O.N1=CC=C(C2=CC=CC=C12)N